C(C=C)(=O)N1[C@H](CN(CC1)C1=NC(=NC2=C(C(=CC=C12)C1=CC=CC2=CC=C(C(=C12)Cl)F)F)OC[C@H]1N(CCC1)C)CC#N 2-((S)-1-acryloyl-4-(7-(8-chloro-7-fluoronaphthalen-1-yl)-8-fluoro-2-(((S)-1-methylpyrrolidin-2-yl)methoxy)quinazolin-4-yl)piperazin-2-yl)acetonitrile